C(CCC)C1(CN(C2=C(S(C1)(=O)=O)C=C(C(=C2)SC)CNC(C(=O)O)=O)C2=CC=C(C=C2)F)CCCC 2-(((3,3-dibutyl-5-(4-fluorophenyl)-7-methylsulfanyl-1,1-dioxo-2,3,4,5-tetrahydrobenzo[b][1,4]thiazepin-8-yl)methyl)amino)-2-oxoacetic acid